N1-{4-[(3,3-dimethyl-2,3-dihydro-1-benzofuran-4-yl)oxy]phenyl}-D-alaninamide CC1(COC2=C1C(=CC=C2)OC2=CC=C(C=C2)NC([C@H](N)C)=O)C